CS(=O)(=O)C1=CC=C(C=C1)[N+](=O)[O-] 1-(methylsulfonyl)-4-nitrobenzene